N1=CNC2=NC=CC(=C21)C=2C=NN(C2)C2=CC=C(C=N2)C(C(F)(F)F)(O)C2CCCC2 1-(6-(4-(3H-imidazo[4,5-b]pyridin-7-yl)-1H-pyrazol-1-yl)pyridin-3-yl)-1-cyclopentyl-2,2,2-trifluoroethanol